5-(3-nitrophenyl)-2-(4-(trifluoromethyl)phenyl)Oxazole-4-carboxylic acid ethyl ester C(C)OC(=O)C=1N=C(OC1C1=CC(=CC=C1)[N+](=O)[O-])C1=CC=C(C=C1)C(F)(F)F